(1-((4-chloro-3-oxobutan-2-yl)amino)-3-(4-fluorophenyl)-1-oxopropan-2-yl)carbamic acid tert-butyl ester C(C)(C)(C)OC(NC(C(=O)NC(C)C(CCl)=O)CC1=CC=C(C=C1)F)=O